NC1=CC=C(C=N1)C=1N=NN(C1)CC1=NC=C(C=N1)C(=O)NN 2-((4-(6-aminopyridin-3-yl)-1H-1,2,3-triazol-1-yl)methyl)pyrimidine-5-carbohydrazide